(S)-2-Methyl-7-((R)-3-methylmorpholin-4-yl)-1-(2-oxo-2-pyridin-3-ylethyl)-2-trifluoromethyl-2,3-dihydro-1H-imidazo[1,2-a]-pyrimidin-5-one C[C@@]1(N(C=2N(C(C=C(N2)N2[C@@H](COCC2)C)=O)C1)CC(C=1C=NC=CC1)=O)C(F)(F)F